COC(COC=1C=CC(=C2C=C(N=CC12)Cl)Br)=O 2-[(5-bromo-3-chloro-8-isoquinolinyl)oxy]Acetic acid methyl ester